FC=1C=C(C(=O)N[C@H](C)C=2N=NN(C2)[C@H](CC2=CC3=CC=CC=C3C=C2)CC(NO)=O)C=CC1F 3,4-Difluoro-N-{1-[1-(1(R)-hydroxycarbamoylmethyl-2-naphthalen-2-yl-ethyl)-1H-[1,2,3]triazol-4-yl]-(R)-ethyl}-benzamide